ClC1=C(C=C(C(=N1)OC)C1CCN(CC1)C(=O)OC(C)(C)C)\C=C\CO (E)-tert-butyl 4-(6-chloro-5-(3-hydroxyprop-1-enyl)-2-methoxypyridin-3-yl)piperidine-1-carboxylate